6-(4-((5-cyclopropyl-3-(2,6-dichlorophenyl)isoxazol-4-yl)methoxy)bicyclo[2.2.2]octan-1-yl)-1-methyl-1H-pyrrolo[2,3-b]pyridine-3-carboxylic acid C1(CC1)C1=C(C(=NO1)C1=C(C=CC=C1Cl)Cl)COC12CCC(CC1)(CC2)C2=CC=C1C(=N2)N(C=C1C(=O)O)C